CC1=NC2=C(N1)C=CC(=C2)NC(=O)C=2C(NC=CC2NC2=C(C1=C(OCCN1)N=C2)C)=O N-(2-methyl-1H-benzo[d]imidazol-5-yl)-4-((8-methyl-2,3-dihydro-1H-pyrido[2,3-b][1,4]oxazin-7-yl)amino)-2-oxo-1,2-dihydropyridine-3-carboxamide